2-amino-2-methyl-propanol tert-butyl-7-((S)-2-(benzyloxy)-1-cyclopentyl-2-oxoethyl)-2,7-diazaspiro[4.4]nonane-2-carboxylate C(C)(C)(C)C1N(CCC12CN(CC2)[C@H](C(=O)OCC2=CC=CC=C2)C2CCCC2)C(=O)OCC(C)(C)N